NNCCCCCCCCCCCCCC diaza-hexadecane